CN1CCC(CC1)(C(=O)[O-])NC1=C2C(=NC=C1[N+](=O)[O-])N(C=C2)S(=O)(=O)C2=CC=CC=C2 1-Methyl-4-((5-nitro-1-(benzenesulfonyl)-1H-pyrrolo[2,3-b]pyridin-4-yl)amino)piperidine-4-carboxylate